F[B-](F)(F)F.C1(=CC=CC=C1)NC(C=1CC(C=CC1)=[N+]=[N-])=O N-phenyl-3-diazobenzamide tetrafluoroborate